Methyl 5-bromo-4-((tert-butoxycarbonyl)amino)-1-morpholino-6-oxo-1,6-dihydropyridine-3-carboxylate BrC1=C(C(=CN(C1=O)N1CCOCC1)C(=O)OC)NC(=O)OC(C)(C)C